C1(=CC=CC=C1)C(S(=O)(=O)[O-])(S(=O)(=O)[O-])C1=CC=CC=C1.[C-]#N.C(CCCCC)[NH+]1CCC(CC1)CCC.C(CCCCC)[NH+]1CCC(CC1)CCC.C(CCCCC)[NH+]1CCC(CC1)CCC 1-Hexyl-4-propylpiperidinium cyanid diphenylmethanedisulfonate